BrC=1N=C(C=C2C1N(N=C2)C(=O)OC(C)(C)C)C2=CN=CS2 tert-Butyl 7-bromo-5-(thiazol-5-yl)-1H-pyrazolo[3,4-c]pyridine-1-carboxylate